FC1(C2CN(CC12)C=1C=2N(N=C(C1)C=1C(NC(NC1)=O)=O)C=CN2)F 5-(8-(6,6-difluoro-3-azabicyclo[3.1.0]hexan-3-yl)imidazo[1,2-b]pyridazin-6-yl)pyrimidine-2,4(1H,3H)-dione